FC=1C(=CC2=C(C(NC=3CNCC(C23)N(C(=O)C=2C=C3C=CC=C(N3C2)C(F)F)C)=O)C1)F N-(8,9-difluoro-6-oxo-1,2,3,4,5,6-hexahydrobenzo[c][1,7]naphthyridin-1-yl)-5-(difluoromethyl)-N-methylindolizine-2-carboxamide